O=C1NC2=CC(=CC=C2C1)C1=CC=C(C=C1)CCCC(=O)NC=1C=NC=CC1 4-(4-(2-oxoindolin-6-yl)phenyl)-N-(pyridin-3-yl)butanamide